2-(((2S,3R,4S,5S,6S)-3,4,5-triacetoxy-6-(methoxycarbonyl)tetrahydro-2H-pyran-2-yl)oxy)benzoic acid C(C)(=O)O[C@H]1[C@@H](O[C@@H]([C@H]([C@@H]1OC(C)=O)OC(C)=O)C(=O)OC)OC1=C(C(=O)O)C=CC=C1